C(C1=CC=CC=C1)C1=CC(=NO1)C(=O)NC1C=2N(C3=C(OC1)C=CC=C3)C=CN2 5-benzyl-N-(4,5-dihydrobenzo[b]imidazo[1,2-d][1,4]oxazepin-4-yl)isoxazole-3-carboxamide